C1(CC1)CN1N=CC(=C1)C1=CC(=NC(=N1)C(C)(F)F)NC1=CC(=NC=C1OC)NC(C)=O N-(4-((6-(1-(cyclopropylmethyl)-1H-pyrazol-4-yl)-2-(1,1-difluoroethyl)pyrimidin-4-yl)amino)-5-methoxypyridin-2-yl)acetamide